6-methoxy-N-(1-(trans-4-methoxycyclohexyl)-1H-pyrazolo[3,4-d]pyrimidin-6-yl)-2-methyl-1,2,3,4-tetrahydroisoquinolin-7-amine COC=1C=C2CCN(CC2=CC1NC1=NC=C2C(=N1)N(N=C2)[C@@H]2CC[C@H](CC2)OC)C